N-[5-(1H-benzimidazol-2-yl)-1-methyl-pyrazol-3-yl]-6-[(3R,5S)-4-(2-hydroxyethyl)-3,5-dimethyl-piperazin-1-yl]pyridine-3-carboxamide N1C(=NC2=C1C=CC=C2)C2=CC(=NN2C)NC(=O)C=2C=NC(=CC2)N2C[C@H](N([C@H](C2)C)CCO)C